4-phenoxy-α-(trifluoromethyl)styrene O(C1=CC=CC=C1)C1=CC=C(C(=C)C(F)(F)F)C=C1